N-(3-((R)-3-(dimethylamino)pyrrolidin-1-yl)phenyl)-4-(5-phenyl-4,5-dihydro-1H-pyrazol-1-yl)thieno[3,2-d]pyrimidin-2-amine CN([C@H]1CN(CC1)C=1C=C(C=CC1)NC=1N=C(C2=C(N1)C=CS2)N2N=CCC2C2=CC=CC=C2)C